(S)-8-(2,4-dichlorophenyl)-9-(4-((1-(3-fluoropropyl)pyrrolidin-3-yl)oxy)phenyl)-6,7-dihydro-5H-benzo[7]annulene-3-carbonyl chloride ClC1=C(C=CC(=C1)Cl)C=1CCCC2=C(C1C1=CC=C(C=C1)O[C@@H]1CN(CC1)CCCF)C=CC(=C2)C(=O)Cl